mono-(2-acryloyloxy-ethyl) maleate C(\C=C/C(=O)[O-])(=O)OCCOC(C=C)=O